COC=1C=C(C=CC1S(=O)(=O)C)NC(OC(C)(C)C)=O tert-butyl N-(3-methoxy-4-methylsulfonyl-phenyl)carbamate